5-(3-chloro-7-fluoroquinolin-8-yl)-6-ethylpyridin-2-amine ClC=1C=NC2=C(C(=CC=C2C1)F)C=1C=CC(=NC1CC)N